COC=1C=C(COC(C2=CC=CC=C2)=C2C(N(C(S2)=O)C(C)C)=O)C=C(C1)OC (3,5-dimethoxybenzyloxy)benzylidene-3-isopropylthiazolidine-2,4-dione